6-OXO-PIPERIDINE-2-CARBOXYLIC ACID O=C1CCCC(N1)C(=O)O